(R)-4-(3-(1-acryloylpyrrolidin-3-yl)-5-ethoxy-8-methylimidazo[1,5-a]pyrazin-1-yl)-N-(pyridin-2-yl)benzamide C(C=C)(=O)N1C[C@@H](CC1)C1=NC(=C2N1C(=CN=C2C)OCC)C2=CC=C(C(=O)NC1=NC=CC=C1)C=C2